C(C=C)(=O)OCC[N+](CC)(CC)CC acryloyl-oxyethyl-triethyl-ammonium